C(C)(C)NC(O[C@H]1C[C@H](CC1)C=1NN=C(C1)NC(=O)C1=C(N=C(S1)C1=C(C(=CC=C1)OCC1=CC=CC=C1)C1OCCO1)C)=O (1R,3S)-3-(5-{2-[3-(benzyloxy)-2-(1,3-dioxolan-2-yl)phenyl]-4-methyl-1,3-thiazole-5-amido}-2H-pyrazol-3-yl)cyclopentyl N-isopropylcarbamate